OC1C[C@@H]2[C@@H](CN(C2)C(=O)OC(C)(C)C)C1 t-butyl (3aR,5r,6aS)-5-hydroxylhexahydrocyclopenta[c]pyrrole-2(1H)-carboxylate